3-(perfluorooctyl)-2-hydroxypropyl methacrylate C(C(=C)C)(=O)OCC(CC(C(C(C(C(C(C(C(F)(F)F)(F)F)(F)F)(F)F)(F)F)(F)F)(F)F)(F)F)O